(S)-5-((4-((2-chloro-5-nitrobenzyl)amino)-8-Isopropylpyrazolo[1,5-a][1,3,5]triazin-2-yl)amino)-2,2-dimethylpiperidine-1-carboxylic acid tert-butyl ester C(C)(C)(C)OC(=O)N1C(CC[C@@H](C1)NC1=NC=2N(C(=N1)NCC1=C(C=CC(=C1)[N+](=O)[O-])Cl)N=CC2C(C)C)(C)C